1,1'-(1,4-xylylene)bis(2,3,4,6,7,9,10,11-octahydropyrimido[2',1':3,4]pyrazino[1,2-a]pyrimidin-1-ium) dibromide salt [Br-].[Br-].C1(=CC=C(C=C1)C[N+]=1CCCN2C1C=1N(CCCN1)CC2)C[N+]=2CCCN1C2C=2N(CCCN2)CC1